n-butyliminodiethanol C(CCC)N(CCO)CCO